2-ethylsulfanyl-8-(1-hydroxyethyl)-3-methyl-6-(trifluoromethyl)chromen-4-one C(C)SC=1OC2=C(C=C(C=C2C(C1C)=O)C(F)(F)F)C(C)O